3-(2,6-difluoro-4-(4-(4-(hydroxymethyl)-1H-pyrazol-1-yl)piperidin-1-yl)phenyl)piperidine-2,6-dione FC1=C(C(=CC(=C1)N1CCC(CC1)N1N=CC(=C1)CO)F)C1C(NC(CC1)=O)=O